2,5-bis(4-amino-3,5-dimethoxybenzylidene)cyclopentan-1-one NC1=C(C=C(C=C2C(C(CC2)=CC2=CC(=C(C(=C2)OC)N)OC)=O)C=C1OC)OC